3-Benzyl-6-(4-(trifluoromethyl)benzyl)-2,3,4,6-tetrahydropyrido[3,4-c][1,8]naphthyridine C(C1=CC=CC=C1)N1CC2=CN(C=3N=CC=CC3C2=CC1)CC1=CC=C(C=C1)C(F)(F)F